4-(4-chloro-2-fluorophenyl)-7-methyl-2-(2-(2-methylpyridin-4-yl)tetrahydro-2H-pyran-4-yl)pyrido[2,3-d]pyrimidine ClC1=CC(=C(C=C1)C=1C2=C(N=C(N1)C1CC(OCC1)C1=CC(=NC=C1)C)N=C(C=C2)C)F